2-((S)-1-(4-(6-((4-chloro-2-fluorobenzyl)oxy)pyridin-2-yl)piperazin-1-yl)ethyl)-3-(((S)-oxetan-2-yl)methyl)-3H-imidazo[4,5-b]pyridine-5-carboxylic acid ClC1=CC(=C(COC2=CC=CC(=N2)N2CCN(CC2)[C@@H](C)C2=NC=3C(=NC(=CC3)C(=O)O)N2C[C@H]2OCC2)C=C1)F